2-(3-Chloro-phenyl)-6-methyl-[1,3,6,2]dioxazaborocane ClC=1C=C(C=CC1)B1OCCN(CCO1)C